ClCCCCCCC/C=C/CCC(OC)OC(CC\C=C\CCCCCCCCl)OC (3E)-11-chloro-3-undecenylmethoxymethyl ether